(R)-2-chloro-7-isopropyl-3-morpholino-11-oxo-6,7-dihydro-11H-benzo[f]pyrido[1,2-d][1,4]oxazepine-10-carboxylic acid ClC=1C(=CC2=C(C=3N([C@@H](CO2)C(C)C)C=C(C(C3)=O)C(=O)O)C1)N1CCOCC1